N-(2-chloroethyl)aniline ClCCNC1=CC=CC=C1